C(C)(C)(C)C1=NOC(=N1)C(=O)N[C@H]1C2=C(CN(CC1)CC(F)(F)F)C=C(C=C2)C2=CC(=NC=C2)NC(=O)C2CC2 (R)-3-(tert-butyl)-N-(8-(2-(cyclopropanecarboxamido)pyridin-4-yl)-2-(2,2,2-trifluoroethyl)-2,3,4,5-tetrahydro-1H-benzo[c]azepin-5-yl)-1,2,4-oxadiazole-5-carboxamide